4-(4-(3,8-diazabicyclo[3.2.1]octan-3-yl)-8-fluoro-2-((9-fluoro-2,3-dihydro-1H-pyrrolo[2,1-a]isoindol-9b(5H)-yl)-methoxy)pyrido[4,3-d]pyrimidin-7-yl)-5-ethynylnaphthalen-2-ol C12CN(CC(CC1)N2)C=2C1=C(N=C(N2)OCC23N(CC4=CC=CC(=C24)F)CCC3)C(=C(N=C1)C1=CC(=CC3=CC=CC(=C13)C#C)O)F